N1=C(C=NC2=CC=CC=C12)/C=C/C(=O)N1OCCN2C1=CNCC2 1-((E)-3-(quinoxalin-2-yl)acryloyl)tetrahydropyrazino[2,1-c][1,2,4]oxadiazine